1,1-Dimethoxy-3-methylbutan-2-one COC(C(C(C)C)=O)OC